3-(((S)-7-((2S,4R)-2-(2,5-Difluorophenyl)-4-(isopropylamino)piperidine-1-carbonyl)-10-methoxy-7-azaspiro[4.5]decan-10-yl)methyl)-6-(2-methoxyphenyl)pyrimidin FC1=C(C=C(C=C1)F)[C@H]1N(CC[C@H](C1)NC(C)C)C(=O)N1CC2(CCCC2)[C@](CC1)(OC)CN1CN=C(C=C1)C1=C(C=CC=C1)OC